tert-butyl 6-(2-hydroxypropan-2-yl)-2-(methoxy (methyl) carbamoyl)-1H-pyrrolo[2,3-b]pyridine-1-carboxylate OC(C)(C)C1=CC=C2C(=N1)N(C(=C2)C(N(C)OC)=O)C(=O)OC(C)(C)C